C(C)(C)(C)OP(=O)(OC(C)(C)C)CCC(=O)O[C@H]1CN([C@@H](C1)C(N[C@@H](C)C1=CC=C(C=C1)C1=C(N=CS1)C)=O)C([C@H](C(C)(C)C)N)=O (3R,5S)-1-((S)-2-amino-3,3-dimethylbutanoyl)-5-(((S)-1-(4-(4-methylthiazol-5-yl)phenyl)ethyl)carbamoyl)pyrrolidin-3-yl 3-(di-tert-butoxyphosphoryl)propanoate